FC=1C=C(C(=NC1)OC)B(O)O 5-fluoro-2-methoxy-3-pyridinylboronic acid